Cl.FC1=C(C=CC(=C1)NC=1C=2N(C=CN1)C(=CN2)C=2C(=NNC2)C(F)(F)F)C(=O)N2CCNCC2 (2-fluoro-4-((3-(3-(trifluoromethyl)-1H-pyrazol-4-yl)imidazo[1,2-a]pyrazin-8-yl)amino)phenyl)(piperazin-1-yl)methanone hydrochloride